ClC1=CC(=C(C=O)C=C1)OC1=CC(=C(C(=C1)F)C1=CN=C(N1C)CN1CCCC1)F 4-chloro-2-(3,5-difluoro-4-(1-methyl-2-(pyrrolidin-1-ylmethyl)-1H-imidazol-5-yl)phenoxy)benzaldehyde